rac-4-(methoxymethyl)-2-((1S*,2S*)-2-(4-methylpyrimidin-2-yl)cyclopropyl)quinolin-7-amine COCC1=CC(=NC2=CC(=CC=C12)N)[C@@H]1[C@H](C1)C1=NC=CC(=N1)C |r|